4-((4-cyclopropyl-2-(N-methyl-methanesulfonamido)-phenyl)amino)-N-ethoxy-6-(pyrimidin-2-ylamino)nicotinamide C1(CC1)C1=CC(=C(C=C1)NC1=CC(=NC=C1C(=O)NOCC)NC1=NC=CC=N1)N(S(=O)(=O)C)C